N-(3-((tert-butyldimethylsilyl)oxy)propyl)-2-chloro-N-cyclopropyl-5-(1-methyl-1H-pyrazol-3-yl)pyridin-4-amine [Si](C)(C)(C(C)(C)C)OCCCN(C1=CC(=NC=C1C1=NN(C=C1)C)Cl)C1CC1